cyclopropyl-4-[5-methyl-4-(2-oxo-2,3-dihydro-benzooxazol-5-ylamino)-pyrimidin-2-ylamino]-benzamide formate C(=O)O.C1(CC1)C1=C(C(=O)N)C=CC(=C1)NC1=NC=C(C(=N1)NC=1C=CC2=C(NC(O2)=O)C1)C